1-[6-[3-(1,1-difluoroethyl)phenyl]pyrazolo[4,3-b]pyridin-1-yl]butan-2-one FC(C)(F)C=1C=C(C=CC1)C=1C=C2C(=NC1)C=NN2CC(CC)=O